C1(=CC=C(C=C1)CNC(C1=C(C=C(C=C1)N1N=CC=C1)O)=O)C1=CC=CC=C1 N-([1,1'-biphenyl]-4-ylmethyl)-2-hydroxy-4-(1H-pyrazol-1-yl)benzamide